ClC1=CC=C2C(=N1)N=C(O2)N2CCN(CC2)C(=O)C2=CC=C(C=C2)C2=NOC(=N2)CC(C)(F)F [4-(5-Chlorooxazolo[4,5-b]pyridin-2-yl)piperazin-1-yl]-[4-[5-(2,2-difluoropropyl)-1,2,4-oxadiazol-3-yl]phenyl]methanone